FC/C=C/C(=O)NCC=1N=C(C=2N(C1)C=C(N2)C)C2=CC=C(C=C2)C(F)(F)F (E)-4-fluoro-N-((2-methyl-8-(4-(trifluoromethyl)phenyl)imidazo[1,2-a]pyrazin-6-yl)methyl)but-2-enamide